NC1=NC=CC(=N1)C=1C2=C(C(=NC1)NCC=1C(=C(C(=O)O)C=CC1)F)CCO2 3-(((7-(2-Aminopyrimidin-4-yl)-2,3-dihydrofuro[3,2-c]pyridin-4-yl)amino)methyl)-2-fluorobenzoic acid